ClC1=CC(=C(C=C1)C1=NC(=NC2=C1N=C(N(C2=O)C)C)N2CC(OC1(CC1)C2)C=2C=NN(C2)C)F 8-(4-chloro-2-fluorophenyl)-2,3-dimethyl-6-(5-(1-methyl-1H-pyrazol-4-yl)-4-oxa-7-azaspiro(2.5)octan-7-yl)pyrimido(5,4-d)pyrimidin-4(3H)-one